tert-butyl (4-((2-(4-(trifluoromethyl)piperidin-1-yl) quinolin-6-yl)amino)cyclohexyl)carbamate FC(C1CCN(CC1)C1=NC2=CC=C(C=C2C=C1)NC1CCC(CC1)NC(OC(C)(C)C)=O)(F)F